7-Bromo-8-fluoroisoquinoline BrC1=CC=C2C=CN=CC2=C1F